N-(6-amino-5-ethylpyridin-3-yl)-2-(2-(7'-fluoro-2'-oxospiro[cyclobutane-1,3'-indol]-5'-yl)-5-methylpiperidin-1-yl)-2-oxoacetamide NC1=C(C=C(C=N1)NC(C(=O)N1C(CCC(C1)C)C=1C=C2C3(C(NC2=C(C1)F)=O)CCC3)=O)CC